C1(CCCCC1)C1=NC(=CC(=C1)O)C1CCCCC1 2,6-dicyclohexylpyridin-4-ol